N1CCC2(CC1)OC1=C(C2=O)C=CC=C1 3H-spiro[1-benzofuran-2,4'-piperidin]-3-one